O.ClC1=C(C(=O)N2COC3=C(C2)C=CC=C3C3=CC(=C(C(=O)O)C=C3F)N3C2COCC3CC2)C(=CC(=C1)N1CC2(C1)OCCCO2)Cl 4-[3-[2,6-dichloro-4-(5,9-dioxa-2-azaspiro[3.5]nonan-2-yl)benzoyl]-2,4-dihydro-1,3-benzoxazine-8-yl]-5-fluoro-2-(3-oxa-8-azabicyclo[3.2.1]octan-8-yl)benzoic acid hydrate